COC=1C=C(C=C(C1)OC)N1C(CN(C(C1)=O)C(C1=CC=C(C=C1)C(C)(C)C)=O)=O (3,5-dimethoxyphenyl)-4-(4-(tert-butyl)benzoyl)piperazine-2,5-dione